Tert-butyl (1R,4R)-5-(3-(bromomethyl)-4-(methoxycarbonyl) phenyl)-2,5-diazabicyclo[2.2.1]heptane-2-carboxylate BrCC=1C=C(C=CC1C(=O)OC)N1[C@H]2CN([C@@H](C1)C2)C(=O)OC(C)(C)C